P(=O)([O-])([O-])[O-].O=C1C(O)=C(O)[C@H](O1)[C@@H](O)CO.[Na+].[Na+].[Na+] trisodium Ascorbate Phosphate